5,5'-dicarboxy-2,2'-bipyridine C(=O)(O)C=1C=CC(=NC1)C1=NC=C(C=C1)C(=O)O